C(CCCCCCC)N(CCO)CCO (octylimino)bis[ethanol]